5-fluoro-1-(4'-hydroxy-[1,1'-biphenyl]-4-yl)-1H-benzo[d][1,2,3]triazol-6-ol FC1=CC2=C(N(N=N2)C2=CC=C(C=C2)C2=CC=C(C=C2)O)C=C1O